C1(CC1)C=1C=NC=2N(C1)C=C(N2)C(=O)N2C[C@H]([C@@]1(CC2)NCC2=CC=C(C=C2C1)C)O (6-cyclopropylimidazo[1,2-a]pyrimidin-2-yl)((3R,3'R)-3'-hydroxy-6-methyl-2,4-dihydro-1H-spiro[isoquinoline-3,4'-piperidin]-1'-yl)methanone